[Li].O1CC(CC2=CC=CC=C12)C1=NC2=C(N1)C=C(C=C2)C2=CN=CO2 5-(2-(chroman-3-yl)-1H-benzo[d]imidazol-6-yl)oxazole Lithium